FC(OC1=NC2=CC(=CC(=C2N=C1)C=1SC2=C(N1)C=CC=C2OCCOC2=CC=CC=C2)C)F 2-(2-(difluoromethoxy)-7-methylquinoxalin-5-yl)-7-(2-phenoxyethoxy)benzo[d]Thiazole